2,4-bis-(4-hydroxyphenyl-isopropyl)phenol OC1=CC=C(C=C1)C(C)(C)C1=C(C=CC(=C1)C(C)(C)C1=CC=C(C=C1)O)O